Cl.OCC(N)(CO)CO Tris-(hydroxymethyl)-aminomethan hydrochlorid